4-(4-(tert-Butoxycarbonyl)phenyl)-8-cyclopropyl-3,4-dihydro-2H-benzo[b][1,4]oxazine-7-carboxylic acid methyl ester COC(=O)C=1C=CC2=C(OCCN2C2=CC=C(C=C2)C(=O)OC(C)(C)C)C1C1CC1